O=C1NC(C2=CC(=CC=C12)OC1=CC=C(C=C1)NC(COC1=CC(=C(C=C1)[N+](=O)[O-])I)=O)=O N-(4-((1,3-dioxoisoindolin-5-yl)oxy)phenyl)-2-(3-iodo-4-nitrophenoxy)acetamide